CC(CCCNC1CCCCC1)(C)C Trimethylcyclohexylaminobutan